2-(2-(2-((2-(2,6-dioxopiperidin-3-yl)-1,3-dioxoisoindolin-4-yl)oxy) ethoxy) ethoxy)ethyl methanesulfonate CS(=O)(=O)OCCOCCOCCOC1=C2C(N(C(C2=CC=C1)=O)C1C(NC(CC1)=O)=O)=O